1-(1-naphthyl)piperidine C1(=CC=CC2=CC=CC=C12)N1CCCCC1